(R)-2-(3-(7-chloro-4-(3-hydroxypyrrolidin-1-yl)-2-oxoquinazolin-1(2H)-yl)phenoxy)-N-phenylacetamide ClC1=CC=C2C(=NC(N(C2=C1)C=1C=C(OCC(=O)NC2=CC=CC=C2)C=CC1)=O)N1C[C@@H](CC1)O